7,7-bis(4-(diethylamino)-2-ethoxyphenyl)furo[3,4-b]pyridine C(C)N(C1=CC(=C(C=C1)C1(OCC=2C1=NC=CC2)C2=C(C=C(C=C2)N(CC)CC)OCC)OCC)CC